4-[2-(2,4-difluorophenoxy)-5-(methylsulfonyl)phenyl]-6-methyl-2-[(1,3-thiazol-2-ylamino)methyl]-1,6-dihydro-7H-pyrrolo[2,3-c]pyridin-7-one FC1=C(OC2=C(C=C(C=C2)S(=O)(=O)C)C=2C3=C(C(N(C2)C)=O)NC(=C3)CNC=3SC=CN3)C=CC(=C1)F